Cl[C@H](C(=O)OC)C (S)-methyl 2-chloropropionate